hydroxy-N,N-diisopropyltryptamine OC(N(C(C)C)C(C)C)CC1=CNC2=CC=CC=C12